(S)-2-((S)-2-((S)-3-(4-Hydroxyphenyl)-2-((S)-pyrrolidine-2-carboxamido)propanamido)-3-morpholinopropan-amido)-5,5-dimethylhexanoic acid OC1=CC=C(C=C1)C[C@@H](C(=O)N[C@H](C(=O)N[C@H](C(=O)O)CCC(C)(C)C)CN1CCOCC1)NC(=O)[C@H]1NCCC1